NC=1N=CC(=NC1C)C#CC=1C(=NC=C(C(=O)NC2=CC(=C(C=C2)CN2CCN(CC2)C)C(F)(F)F)C1)C 5-((5-amino-6-methylpyrazin-2-yl)ethynyl)-6-methyl-N-(4-((4-methylpiperazin-1-yl)methyl)-3-(trifluoromethyl)phenyl)nicotinamide